FC(N1N=C(C=C1)C(=O)N)(F)F 1-(trifluoromethyl)-1H-pyrazole-3-carboxamide